C(C1=CC=CC=C1)OC(=O)C1C(CC1)C(=O)O 2-((benzyloxy)carbonyl)cyclobutanecarboxylic acid